Tert-butyl 4-(4-chloro-2,3-difluorophenyl)piperidine-1-carboxylate ClC1=C(C(=C(C=C1)C1CCN(CC1)C(=O)OC(C)(C)C)F)F